Cl.ClC1=CC=C2CCN(C2=C1)CC=1C(=NC(=NC1)N)N 5-((6-chloroindolin-1-yl)methyl)pyrimidine-2,4-diamine hydrochloride